ClC1=C(C=C(C=C1)NC(=O)[C@@H]1C([C@H]1C1=CC(=C(C=C1)F)C(F)(F)F)(Cl)Cl)NC(C1=C(C=C(C=C1)C#N)C)=O N-(2-Chloro-5-((1R,3R)-2,2-dichloro-3-(4-fluoro-3-(trifluoromethyl)phenyl)cyclopropane-1-carboxamido)phenyl)-4-cyano-2-methylbenzamide